N1=C(C=CC=C1)[C@H](C)N (S)-1-(pyridin-2-yl)ethylamine